CCCCCCOC(=O)C(C)C n-Hexyl isobutyrate